C(C1=CC=CC=C1)OC(CC(=O)C1=NN(C=2CC(CCC12)(C)C)C1OCCCC1)=O 3-[6,6-dimethyl-1-(Oxacyclohexan-2-yl)-5,7-dihydro-4H-indazol-3-yl]-3-oxopropanoic acid benzyl ester